(R)-N-(1-hydroxy-4-methylpent-2-yl)-2-(4-(methylcarbamoyl)phenyl)benzo[d]imidazo[2,1-b]thiazole-7-carboxamide OC[C@@H](CC(C)C)NC(=O)C1=CC2=C(N3C(S2)=NC(=C3)C3=CC=C(C=C3)C(NC)=O)C=C1